C(C)(C)(C)OC(=O)N1C[C@@H](CCC1)NC1=C2C(=NC=C1C=1OC(=CN1)C(=O)OCC)N(C=C2)COCC[Si](C)(C)C ethyl (R)-2-(4-((1-(tert-butoxycarbonyl)piperidin-3-yl)amino)-1-((2-(trimethylsilyl) ethoxy)methyl)-1H-pyrrolo[2,3-b]pyridin-5-yl)oxazole-5-carboxylate